(S)-4-(1-(1-methyl-3-((6-methylpyridin-2-yl)amino)-1H-indole-2-carboxamido)ethyl)Benzoic acid CN1C(=C(C2=CC=CC=C12)NC1=NC(=CC=C1)C)C(=O)N[C@@H](C)C1=CC=C(C(=O)O)C=C1